CS(=O)(=O)C1=CC=C(C=C1)CN 1-(4-methylsulfonylphenyl)methylamine